(R)-N-(3-((2-cyclopropyl-6-fluoro-4-(imidazolidin-2-ylidenecarbamoyl)phenyl)amino)phenyl)pyrrolidine-2-carboxamide C1(CC1)C1=C(C(=CC(=C1)C(N=C1NCCN1)=O)F)NC=1C=C(C=CC1)NC(=O)[C@@H]1NCCC1